N,N'-(1,2-phenylene)bis(6-(1H-benzo[d]imidazol-2-yl)picolinamide) C1(=C(C=CC=C1)NC(C1=NC(=CC=C1)C1=NC2=C(N1)C=CC=C2)=O)NC(C2=NC(=CC=C2)C2=NC1=C(N2)C=CC=C1)=O